Tert-butyl N-[2-[3-[[4-[4-[6-chloro-4-(trifluoromethyl)-2-pyridyl]piperazin-1-yl]sulfonylphenyl]carbamoyl]phenoxy]ethyl]carbamate ClC1=CC(=CC(=N1)N1CCN(CC1)S(=O)(=O)C1=CC=C(C=C1)NC(=O)C=1C=C(OCCNC(OC(C)(C)C)=O)C=CC1)C(F)(F)F